ClC=1C=C(C(=O)N2CC3=CC=CC=C3CC2C(=O)OC)C=CC1Cl Methyl 2-(3,4-dichlorobenzoyl)-1,2,3,4-tetrahydroisoquinoline-3-carboxylate